FC(C1=CC2=C(C=N1)C(CO2)N)(F)F 6-(trifluoromethyl)-2,3-dihydrofuro[3,2-c]pyridin-3-amine